C1(CC1)C=1N=NN(C1)[C@H](C(=O)N1[C@@H](C[C@H](C1)O)C(=O)N[C@H](C)C=1C=NC=C(C1)F)C(C)(C)C (2S,4R)-1-[(2S)-2-(4-cyclopropyltriazol-1-yl)-3,3-dimethyl-butanoyl]-N-[(1R)-1-(5-fluoro-3-pyridyl)ethyl]-4-hydroxy-pyrrolidine-2-carboxamide